ClC=1C=CC(=NC1)C(=O)C=1N=CN(C1C)C(C1=CC=CC=C1)(C1=CC=CC=C1)C1=CC=CC=C1 (5-chloropyridin-2-yl)(5-methyl-1-trityl-1H-imidazol-4-yl)methanone